C(C)(CC)C1C(NC2=C(CN1C(=O)N1CC(C1)N1CCCC1)C=CC=C2)=O 3-(sec-butyl)-4-(3-(pyrrolidin-1-yl)azetidine-1-carbonyl)-1,3,4,5-tetrahydro-2H-benzo[1,4]diazepin-2-one